fluoromethane FC